4-(1-(2',5'-dimethoxy-[1,1'-biphenyl]-4-yl)-1H-1,2,3-triazol-4-yl)pyridine COC1=C(C=C(C=C1)OC)C1=CC=C(C=C1)N1N=NC(=C1)C1=CC=NC=C1